CS(=O)(=O)NC1=C(C=CC=C1)C1=NN2C(=NC=3C=CC=CC3C2=N1)NC=1C(N=CC=CC1)=O (3R)-3-({2-[2-(methanesulfonamido)phenyl][1,2,4]triazolo[1,5-c]quinazolin-5-yl}amino)azepin-2-one